ClC1=NN2C(N=C(C=C2)N2[C@H](CC(C2)(F)F)C2=C(C=CC(=C2)F)F)=C1NC(=S)NC1CC1 (R)-1-(2-chloro-5-(2-(2,5-difluorophenyl)-4,4-difluoropyrrolidin-1-yl)pyrazolo[1,5-a]pyrimidin-3-yl)-3-cyclopropylthiourea